N[C@@H]1CC[C@H](CC1)C1(NC=C(C(=N1)NC1=C(C=CC=C1)S(=O)(=O)C1CC1)Cl)N 2-(trans-4-aminocyclohexyl)-5-chloro-N4-(2-(cyclopropylsulfonyl)phenyl)pyrimidine-2,4-diamine